alpha-hydroxyethyl acrylate C(C=C)(=O)OC(C)O